ClC1=C(C=C2[C@H]([C@H](CN3C2=C1C=C3)N(C)C)C)F (5R,6R)-9-chloro-8-fluoro-N,N,6-trimethyl-5,6-dihydro-4H-pyrrolo[3,2,1-ij]quinolin-5-amine